(R)-1-(7-chloro-8-fluoro-2-(methylthio)pyrido[4,3-d]pyrimidin-4-yl)-3-methylpiperidin-3-ol ClC1=C(C=2N=C(N=C(C2C=N1)N1C[C@@](CCC1)(O)C)SC)F